C1(=CC=C(C=C1)[C@H](C(F)(F)F)OC1=CC(=NC(=N1)N)N1CCC2(C[C@H](NC2)C(=O)O)CC1)C1=CC=CC=C1 (S)-8-(6-((R)-1-([1,1'-biphenyl]-4-yl)-2,2,2-trifluoroethoxy)-2-aminopyrimidin-4-yl)-2,8-diazaspiro[4.5]decane-3-carboxylic acid